ClC=1C(=CC(=NC1C)N)C 5-chloro-4,6-dimethylpyridin-2-amine